C(#N)[C@H]1[C@@H](COCC1)N1N=C(C(=C1)C(=O)N)NC=1C=CC2=C(C=CB(O2)O)C1C 1-[trans-4-cyanotetrahydropyran-3-yl]-3-[(2-hydroxy-5-methyl-1,2-benzoxaborinin-6-yl)amino]pyrazole-4-carboxamide